(1R,3R)-N'-hydroxy-2,2-dimethyl-3-(4-sulfamoylphenyl)cyclopropanecarboxamidine ON=C(N)[C@H]1C([C@@H]1C1=CC=C(C=C1)S(N)(=O)=O)(C)C